(2-[(3aS,4S,6S)-3a,5,5-trimethylhexahydro-2H-4,6-methano-1,3,2-benzodioxaborol-2-yl] cyclopropyl) benzoate C(C1=CC=CC=C1)(=O)OC1C(C1)B1O[C@@]2(C(O1)C[C@H]1C([C@@H]2C1)(C)C)C